FC(O[C@H]1C[C@H](C1)OCC(=O)N)(F)F 2-[cis-3-(trifluoromethoxy)cyclobutoxy]Acetamide